tert-butyl N-(3-methyl-6,7-dihydro-5H-thieno[3,2-b]pyran-6-yl)carbamate CC1=CSC2=C1OCC(C2)NC(OC(C)(C)C)=O